2-(2-((3-fluoro-5-(trifluoromethyl)pyridin-2-yl)oxy)ethyl)isoindoline-1,3-dione FC=1C(=NC=C(C1)C(F)(F)F)OCCN1C(C2=CC=CC=C2C1=O)=O